[NH4+].S(=O)(=O)([O-])[O-].C(=CC)OC1=CC=CC=C1.[NH4+] propenylphenyl ether sulfate ammonium salt